2-propenyl-2,5-norbornadiene C(=CC)C=1C2C=CC(C1)C2